C1(CC1)COC1=CC=C(C=C1)B(O)O (4-(cyclopropylmethoxy)phenyl)boronic acid